2-(4-chloro-3-fluorophenoxy)-N-(4-{2-[(2,2-difluoro-2H-1,3-benzodioxol-5-yl)oxy]acetamido}-3-hydroxybicyclo[2.2.2]octan-1-yl)acetamide ClC1=C(C=C(OCC(=O)NC23CC(C(CC2)(CC3)NC(COC3=CC2=C(OC(O2)(F)F)C=C3)=O)O)C=C1)F